The molecule is a 1-octadecanoyl-2-acyl-sn-glycero-3-phospho-1D-myo-inositol(1-) in which the 2-acyl group is specified as (5Z,8Z,11Z,14Z)-icosa-5,8,11,14-tetraenoyl (arachidonoyl). It is a 1-octadecanoyl-2-acyl-sn-glycero-3-phospho-1D-myo-inositol(1-), a phosphatidylinositol 38:4(1-) and a 1-acyl-2-arachidonoyl-sn-glycero-3-phospho-1D-myo-inositol(1-). It is a conjugate base of a 1-stearoyl-2-arachidonoyl-sn-glycero-3-phospho-1D-myo-inositol. CCCCCCCCCCCCCCCCCC(=O)OC[C@H](COP(=O)([O-])OC1[C@@H]([C@H](C([C@H]([C@H]1O)O)O)O)O)OC(=O)CCC/C=C\\C/C=C\\C/C=C\\C/C=C\\CCCCC